[Si](C)(C)(C(C)(C)C)OC1CCN(CC1)C=1C=CC(=NC1)C(=O)O 5-(4-((tert-butyldimethylsilyl)oxy)piperidin-1-yl)picolinic acid